C(=C)[C@H]1C[C@H]([C@H]2[C@@H]1OC(O2)(C)C)N2C=CC1=C2N=CN=C1Cl 7-[(3aS,4R,6R,6aR)-6-ethenyl-2,2-dimethyl-hexahydrocyclopenta[d][1,3]dioxol-4-yl]-4-chloro-7H-pyrrolo[2,3-d]pyrimidine